FC1(CNCCC1N1C(C(=CC=C1)C)COC=1C=CC2=C(C=C(O2)C)C1)F N-(3,3-difluoropiperidin-4-yl)-2-methyl-5-((3-methylpyridin-2-yl)methoxy)benzofuran